BrCC(=O)C1CCN(CC1)C(=O)OC(C)(C)C Tert-butyl 4-(2-bromoacetyl)piperidine-1-formate